N-(6-(1,4-dioxaspiro[4.5]dec-7-en-8-yl)thiazolo[4,5-b]pyrazin-2-yl)-4-(2-methoxyphenyl)-6-methylnicotinamide O1CCOC12CC=C(CC2)C=2N=C1C(=NC2)N=C(S1)NC(C1=CN=C(C=C1C1=C(C=CC=C1)OC)C)=O